N-methyl-2-(((1R,5S,6s)-3-phenyl-3-azabicyclo[3.1.0]hexan-6-yl)amino)isonicotinamide CNC(C1=CC(=NC=C1)NC1[C@@H]2CN(C[C@H]12)C1=CC=CC=C1)=O